(1R,2R)-3,3-diphenylcyclopropane C1(=CC=CC=C1)C1(CC1)C1=CC=CC=C1